COC1=CC(=CC2=C1SC(=C2)OB(O)O)C (7-methoxy-5-methylbenzo[B]thiophen-2-yl)boric acid